3-(4-cyclopropyl-1H-pyrazol-1-yl)-1-isopropyl-1H-pyrazolo[3,4-d]pyrimidin-4-amine C1(CC1)C=1C=NN(C1)C1=NN(C2=NC=NC(=C21)N)C(C)C